2,7-dithienyl-9-fluorenone S1C(=CC=C1)C1=CC=2C(C3=CC(=CC=C3C2C=C1)C=1SC=CC1)=O